O1CC(=CC=C1)N (3S)-oxainine-3-amine